6-[1-[[(3R)-1-[2-[t-Butyl-(dimethyl)silyl]oxyethyl]-3-piperidyl]methyl]pyrazol-4-yl]-4-isopropylsulfanyl-pyrazolo[1,5-a]pyridine-3-carbonitrile C(C)(C)(C)[Si](OCCN1C[C@@H](CCC1)CN1N=CC(=C1)C=1C=C(C=2N(C1)N=CC2C#N)SC(C)C)(C)C